FC1=CC(=C2C=NN(C2=C1C(NC=1C(=C(C=2N(C1)C=C(N2)C)F)OC)=O)C2OCCCC2)N2CCN(CC2)C(=O)OC(C)(C)C tert-butyl 4-[6-fluoro-7-[(8-fluoro-7-methoxy-2-methyl-imidazo[1,2-a]pyridin-6-yl)carbamoyl]-1-tetrahydropyran-2-yl-indazol-4-yl]-piperazine-1-carboxylate